C12COCC(CC1)N2CCCOC=2SC=C(C2)N2C[C@H]1CC[C@@H](C2)N1 2-(3-(3-oxa-8-azabicyclo[3.2.1]oct-8-yl)propoxy)-4-((1R,5S)-3,8-diazabicyclo[3.2.1]oct-3-yl)thiophene